manganese bis(triphenylphosphine) chloride [Cl-].C1(=CC=CC=C1)P(C1=CC=CC=C1)C1=CC=CC=C1.C1(=CC=CC=C1)P(C1=CC=CC=C1)C1=CC=CC=C1.[Mn+2].[Cl-]